(E)-5-(5-(4,4-difluoropiperidine-1-carbonyl)1H-pyrrolo[2,3-b]pyridin-1-yl)-N-((dimethylamino)methylene)pyrimidine-2-carboxamide FC1(CCN(CC1)C(=O)C=1C=C2C(=NC1)N(C=C2)C=2C=NC(=NC2)C(=O)/N=C/N(C)C)F